ClC1=CC=C(CO[C@@H]2C[C@H](C2)C(=O)NCC2=C(C(=C(C=C2)C(F)(F)F)C=2NC(C=C(N2)C(F)(F)F)=O)F)C=C1 trans-3-[(4-chlorobenzyl)oxy]-N-{2-fluoro-3-[6-oxo-4-(trifluoromethyl)-1,6-dihydropyrimidin-2-yl]-4-(Trifluoromethyl)benzyl}cyclobutane-1-carboxamide